hexahydroxydibenzoyl-glucose OC([C@@]([C@](C(=O)O)(OO)O)(OO)O)(O)[C@H](O)C(O)(C(C1=CC=CC=C1)=O)C(C1=CC=CC=C1)=O